(2S)-2-{[(benzyloxy)carbonyl]-amino}pentanedioic acid C(C1=CC=CC=C1)OC(=O)N[C@H](C(=O)O)CCC(=O)O